N1(CCOCC1)C1=NC=C(C=N1)C1=CC2=C(N=C3COCC(N32)C3=CC=CC=C3)C=C1 7-(2-morpholinylpyrimidin-5-yl)-4-phenyl-3,4-dihydro-1H-benzo[4,5]imidazo[2,1-c][1,4]oxazine